O(C1=CC=CC=C1)C1=CC=C(C=C1)C1=NN2C(NCC[C@H]2C2CCN(CC2)C2CCN(CC2)CC2CCNCC2)=C1C(=O)N (S)-2-(4-phenoxyphenyl)-7-(1'-(piperidin-4-ylmethyl)-[1,4'-bipiperidin]-4-yl)-4,5,6,7-tetrahydropyrazolo[1,5-a]pyrimidine-3-carboxamide